1,1'-dimethyl-4,4'-bipyridine bistrifluoromethanesulfonimide salt [N-](S(=O)(=O)C(F)(F)F)S(=O)(=O)C(F)(F)F.CN1C=CC(C=C1)=C1C=CN(C=C1)C